C(C)(C)(C)C1=C(C(=NC=C1)N(C(O)=O)C(=O)OC(C)(C)C)Cl.OC(C)N1CN(CN(C1)O)O 1,3,5-trihydroxyethyl-hexahydros-triazine tert-butyl-(tert-butoxycarbonyl)(3-chloropyridin-2-yl)carbamate